(S)-3-((4-((4-fluorophenyl)sulfonamido)naphthalen-1-yl)(prop-2-yn-1-yl)amino)butanoic acid FC1=CC=C(C=C1)S(=O)(=O)NC1=CC=C(C2=CC=CC=C12)N([C@H](CC(=O)O)C)CC#C